C(C(=C)C)(=O)OCCC.[Li] lithium 3-(methacryloxy)propane